(1R,3S,4R)-2-((3-chlorophenyl)-L-leucyl)-N-((S)-1-cyano-2-((R)-2-oxopiperidin-3-yl)ethyl)-5,5-difluoro-2-azabicyclo[2.2.2]octane-3-carboxamide ClC=1C=C(C=CC1)N[C@@H](CC(C)C)C(=O)N1[C@H]2CC([C@@H]([C@H]1C(=O)N[C@@H](C[C@@H]1C(NCCC1)=O)C#N)CC2)(F)F